C(C)C(COCCCCO)CCCCC 4-((2-ethylheptyl)oxy)butan-1-ol